ClCC1=CC=C2CN(C(C2=C1)=O)C1=CC=CC=C1 6-(chloromethyl)-2-phenylisoindolin-1-one